COC(C1=C(C=C(C=C1)\C=C\C(=O)OC(C)(C)C)F)=O (E)-4-(3-(tert-butoxy)-3-oxoprop-1-en-1-yl)-2-fluorobenzoic acid methyl ester